ClC1=C(C(=CC=C1)Cl)C(F)(F)F 2,6-dichlorobenzotrifluoride